5-methyl-6-(m-tolyl)hex-3,5-dien-2-one CC(C=CC(C)=O)=CC=1C=C(C=CC1)C